(5-chloro-2-((1-cyclopropyl-1H-pyrazol-4-yl)amino)pyrimidin-4-yl)benzoic acid-2,3,5,6-d4 ClC=1C(=NC(=NC1)NC=1C=NN(C1)C1CC1)C1=C(C(=C(C(=O)O)C(=C1[2H])[2H])[2H])[2H]